3-[[4-[(E)-3-(4-Bromophenyl)prop-2-enoyl]phenyl]sulfonylamino]propanoic acid BrC1=CC=C(C=C1)/C=C/C(=O)C1=CC=C(C=C1)S(=O)(=O)NCCC(=O)O